Dimethyl 3-(4-methoxyphenyl)pentanedioate COC1=CC=C(C=C1)C(CC(=O)OC)CC(=O)OC